F[P-](F)(F)(F)(F)F.N1=NN(C2=NC=CC=C21)CC(N(C)C)=[N+](C)C N-(2-(3H-[1,2,3]triazolo[4,5-b]pyridin-3-yl)-1-(dimethylamino)ethylidene)-N-methylmethanaminium hexafluorophosphate